5-(6-(4-fluoro-3-hydroxyphenoxy)pyridin-2-yl)-1,3-dihydro-2H-benzo[d]imidazol-2-one FC1=C(C=C(OC2=CC=CC(=N2)C2=CC3=C(NC(N3)=O)C=C2)C=C1)O